3-(3-((4-(((1,1,1,3,3,3-Hexafluoropropan-2-yl)oxy)carbonyl)piperazin-1-yl)methyl)-5-(trifluoromethyl)phenoxy)-2,2-dimethylpropanoic acid FC(C(C(F)(F)F)OC(=O)N1CCN(CC1)CC=1C=C(OCC(C(=O)O)(C)C)C=C(C1)C(F)(F)F)(F)F